6-(1-Methyl-1H-pyrazol-4-yl)-3-[4-(5-phenyl-4,5-dihydro-1,3-oxazol-2-yl)piperazin-1-yl]pyrazolo[1,5-a]pyridine CN1N=CC(=C1)C=1C=CC=2N(C1)N=CC2N2CCN(CC2)C=2OC(CN2)C2=CC=CC=C2